6-Amino-9-oxidopurin NC1=C2NC=[N+](C2=NC=N1)[O-]